ClC1=C(C=CC=C1C1C(NC(CC1)=O)=O)C1=CC=C(C=C1)N1C(CCCC1=O)C(F)F 3-(2-chloro-4'-(2-(difluoromethyl)-6-oxopiperidin-1-yl)-[1,1'-biphenyl]-3-yl)piperidine-2,6-dione